CC=1C=C(C=C(C1)C)C1=NC(=CC2=CC=CC=C12)NS(=O)(=O)C1=CC=CC=C1 N-[1-(3,5-dimethylphenyl)-3-isoquinolyl]benzenesulfonamide